N[C@@H](CCC(=O)[O-])C(=O)OC(=O)OC(C)(C)C Boc glutamate